CC1C(SCC1)=O 3-Methyldihydro-2(3H)-thiophenon